4-(4-(aminomethyl)-1-oxo-1,2-dihydrophthalazin-6-yl)-1'-benzyl-2-methyl-1'H,2H-[3,4'-bipyrazole]-3'-carbonitrile NCC1=NNC(C2=CC=C(C=C12)C1=C(N(N=C1)C)C=1C(=NN(C1)CC1=CC=CC=C1)C#N)=O